C1(CC1)C[C@@H](C(=O)OC)N1C(C(=C(C=C1)C)[N+](=O)[O-])=O methyl (2S)-3-cyclopropyl-2-(4-methyl-3-nitro-2-oxo-1-pyridyl)propanoate